CC1CN(CC(C1)C)CC1=C(C=C(C=C1)C1OC2=C(O1)C=CC(=C2)C(=O)N)C(F)(F)F (4-((3,5-dimethylpiperidin-1-yl)methyl)-3-(trifluoromethyl)phenyl)benzo[d][1,3]dioxolane-5-carboxamide